COC1=NC=CC=C1C1=CC2=CN(C=CC2=N1)CC=1SC2=C(N1)C=CC(=C2)C 2-{[2-(2-methoxypyridin-3-yl)-5H-pyrrolo[3,2-c]pyridin-5-yl]methyl}-6-methyl-1,3-benzothiazole